3-[5-[3-[4-[(2S,5R)-5-aminotetrahydropyran-2-carbonyl]piperazin-1-yl]propyl]-3-methyl-2-oxo-benzimidazol-1-yl]piperidine-2,6-dione N[C@@H]1CC[C@H](OC1)C(=O)N1CCN(CC1)CCCC1=CC2=C(N(C(N2C)=O)C2C(NC(CC2)=O)=O)C=C1